tert-Butyl (2-((3S,5S)-5-(hydroxymethyl)pyrrolidin-3-yl)propan-2-yl)carbamate OC[C@@H]1C[C@@H](CN1)C(C)(C)NC(OC(C)(C)C)=O